BrC=1C=NN(C1)C12CC(C1)(C2)O 3-(4-bromo-1H-pyrazol-1-yl)bicyclo[1.1.1]pentan-1-ol